N-((6S,7S)-5-((S)-2-cyanooxetane-2-carbonyl)-6-((2-fluoro-[1,1'-biphenyl]-3-yl)methyl)-5-azaspiro[2.4]heptan-7-yl)-1,1-difluoromethanesulfonamide C(#N)[C@]1(OCC1)C(=O)N1CC2(CC2)[C@@H]([C@@H]1CC=1C(=C(C=CC1)C1=CC=CC=C1)F)NS(=O)(=O)C(F)F